CN(C(CCCCCCCC=C)=O)C N,N-dimethyldec-9-ene-1-amide